N-(4-cyano-2,5-difluoro-phenyl)-5-(2-pyridyl)-1H-pyrrole-3-sulfonamide C(#N)C1=CC(=C(C=C1F)NS(=O)(=O)C1=CNC(=C1)C1=NC=CC=C1)F